C(CCC)N1C(C2=C3C(C(=CC=C13)S(=O)(=O)N)=CC=C2)=O n-butyl-2-oxo-1,2-dihydrobenzo[cd]indole-6-sulfonamide